C(C=C)C=1C(=C(C(C(=O)O)=CC1)C(=O)O)CC=C.BrC=1C(=C(C=CC1)C=1OC2=C(N1)C=C(C=C2Cl)CO)C (2-(3-bromo-2-methylphenyl)-7-chlorobenzo[d]Oxazol-5-yl)methanol diallyl-phthalate